2-(4-tert-Butylphenyl)-1H-benzo[d]imidazol-4-amine C(C)(C)(C)C1=CC=C(C=C1)C1=NC2=C(N1)C=CC=C2N